3-fluoro-N-methyl-5-(2-methyl-4-((3-methyl-2-oxo-4-thioxo-1,2,3,4-tetrahydroquinazolin-7-yl)methyl)piperazin-1-yl)picolinamide FC=1C(=NC=C(C1)N1C(CN(CC1)CC1=CC=C2C(N(C(NC2=C1)=O)C)=S)C)C(=O)NC